FC=1C=CC(=NC1)CN1C(C=2C=C(C(=NC2C=C1)C)C(=O)NCC1=NC=CC=C1)=O 6-((5-fluoropyridin-2-yl)methyl)-2-methyl-5-oxo-N-(pyridin-2-ylmethyl)-5,6-dihydro-1,6-naphthyridine-3-carboxamide